C1(CC1)C1=NSC(=C1)S(=O)(=O)Cl 3-cyclopropyl-1,2-thiazole-5-sulfonyl chloride